ClC=1C=C(C=CC1C(=O)N1CCN(CC1)C(=O)[C@H]1NC[C@@H](C1)O)NC(=O)C=1N(C(=CN1)C=1C(=NC(=CC1)OC)C(F)(F)F)C N-[3-chloro-4-[4-[(2s,4r)-4-hydroxypyrrolidine-2-carbonyl]piperazine-1-carbonyl]phenyl]-5-[6-methoxy-2-(trifluoromethyl)-3-pyridinyl]-1-methyl-imidazole-2-carboxamide